tert-butyl 4-(3-(((5-iodo-7-tosyl-7H-pyrrolo[2,3-d]pyrimidin-4-yl)amino)methyl)phenyl)piperazine-1-carboxylate IC1=CN(C=2N=CN=C(C21)NCC=2C=C(C=CC2)N2CCN(CC2)C(=O)OC(C)(C)C)S(=O)(=O)C2=CC=C(C)C=C2